C(CCC)C1N(CC1O)C(=O)OC1(COC1)C1=C(C=CC(=C1)F)C(C)N1[C@@H](CN[C@H](C1)C)C 3-(2-(1-((2R,5S)-2,5-dimethylpiperazin-1-yl)ethyl)-5-fluorophenyl)oxetan-3-ol butyl-3-hydroxyazetidine-1-carboxylate